FC1(CC=C(CC1)C1=C(C=C2C=NC(N3C2=C1SCC3COC)=O)C(F)(F)F)F 10-(4,4-difluorocyclohex-1-en-1-yl)-3-(methoxymethyl)-9-(trifluoromethyl)-2,3-dihydro-5H-[1,4]thiazino[2,3,4-ij]quinazolin-5-one